[Br-].C(CC)[P+](CC(C)C)(CCC)CCC tripropyl-isobutyl-phosphonium bromide